Cl.FC=1C(=NC(=NC1)NC1=CC=C(C=N1)N1CCN(CC1)C(C)=O)C=1C=C2C=CC=NC2=C(C1)F 1-(4-(6-((5-Fluoro-4-(8-fluoroquinolin-6-yl)pyrimidin-2-yl)amino)pyridin-3-yl)piperazin-1-yl)ethan-1-one hydrochloride